dimelamine zinc pyrophosphate [O-]P([O-])(=O)OP(=O)([O-])[O-].[Zn+2].N1=C(N)N=C(N)N=C1N.N1=C(N)N=C(N)N=C1N.[Zn+2]